(S)-1-(2-((S)-3-(quinolin-4-ylamino)Pyrrolidin-1-yl)acetyl)pyrrolidine-2-carboxylic acid N1=CC=C(C2=CC=CC=C12)N[C@@H]1CN(CC1)CC(=O)N1[C@@H](CCC1)C(=O)O